ClC1=C(C=C(OCC(=O)N[C@H]2CC[C@@H](NC2)C(=O)NC2=NC=C(C=C2)Cl)C=C1)F (2R,5S)-5-[2-(4-chloro-3-fluoro-phenoxy)acetamido]-N-(5-chloro-pyridin-2-yl)piperidine-2-carboxamide